C(C)OC(CC1=C(C=C(C(=C1)F)O)F)=O (2,5-difluoro-4-hydroxyphenyl)acetic acid ethyl ester